(2-(3-(difluoromethoxy)phenethyl)phenoxy)-4-(dimethylamino)butan-2-ol FC(OC=1C=C(CCC2=C(OCC(CCN(C)C)O)C=CC=C2)C=CC1)F